C(C1CO1)OCCC[Si](OC)(OC)C Glycidoxypropyl-methyldimethoxysilan